OC1CCC(CC1)CNC(CC1C(NC2=C(S1)N=CC=C2)=O)=O N-((4-hydroxycyclohexyl)methyl)-2-(2-oxo-2,3-dihydro-1H-pyrido[2,3-b][1,4]thiazin-3-yl)acetamide